CC=1OC(=CC1C(=O)NC1=NC(=NS1)CC(C)N1CCCCC1)C1=CC(=CC=C1)OC(F)(F)F 2-Methyl-5-(3-(trifluoromethoxy)phenyl)-N-(3-(2-(piperidin-1-yl)propyl)-1,2,4-thiadiazole-5-yl)furan-3-carboxamide